Cl.Cl.N[C@H](CNC(=O)C=1NC2=CC=C(C=C2C1)C1=CC=C(C=C1)F)CCC(C(C)C)N N-((2S)-2,5-diamino-6-methylheptyl)-5-(4-fluorophenyl)-1H-indole-2-carboxamide dihydrochloride